2-(7-chloro-2-(hydroxymethyl)imidazo[1,2-a]pyridin-3-yl)ethan-1-ol ClC1=CC=2N(C=C1)C(=C(N2)CO)CCO